1-azido-2-(2-(2-[18F]fluoroethoxy)ethoxy)ethane palladium(1+) [Pd+].N(=[N+]=[N-])CCOCCOCC[18F]